CC1=C(C(=NO1)C=1C=NC(=CC1)C)COC1=CC=C(N=N1)C(=O)N[C@H]1CCOCCC1 |r| (RS)-6-((5-methyl-3-(6-methylpyridin-3-yl)isoxazol-4-yl)methoxy)-N-(oxepan-4-yl)pyridazine-3-carboxamide